ClC1=C(C=C(CN2C3(CN(C3)C(=O)N)C(N(CC2=O)C2CCC(CC2)C)=O)C=C1)F 5-(4-chloro-3-fluorobenzyl)-8-(4-methylcyclohexyl)-6,9-dioxo-2,5,8-triazaspiro[3.5]nonane-2-carboxamide